C1(=CC=CC=C1)C=1C2=CC=C(C=C2C(=C2C=CC(=CC12)C(C)(C)C)C1=CC=CC=C1)C(C)(C)C 9,10-diphenyl-2,6-di-tert-butylanthracene